N-[(4S)-7-chloro-6-(2,6-difluorophenyl)-4-methyl-8-(trifluoromethyl)-4H-[1,2,4]triazolo[1,5-a][1,4]benzodiazepin-2-yl]-3,3-dioxo-3λ6-thia-6-azabicyclo[3.1.1]heptane-6-carboxamide ClC1=C(C=CC2=C1C(=N[C@H](C=1N2N=C(N1)NC(=O)N1C2CS(CC1C2)(=O)=O)C)C2=C(C=CC=C2F)F)C(F)(F)F